5-chloro-3-hydroxy-8-((1-(2-methoxyethyl)-1H-indol-6-yl)sulfonyl)quinazoline-2,4(1H,3H)-dione ClC1=C2C(N(C(NC2=C(C=C1)S(=O)(=O)C1=CC=C2C=CN(C2=C1)CCOC)=O)O)=O